Cl.Cl.C(=C)N[C@@H](CC1=CNC=N1)C(=O)O vinyl-histidine dihydrochloride